3-cyano-4-(hydroxymethyl)piperidine-1-carboxylate C(#N)C1CN(CCC1CO)C(=O)[O-]